tert-Butyl N-[2-[[[2-benzyloxy-4-[(3S)-3-[tert-butyl(dimethyl)silyl]oxybutoxy]-2-(trifluoromethyl)butanoyl]amino]carbamoyl]-6-bromo-5-(trifluoromethyl)-3-pyridyl]carbamate C(C1=CC=CC=C1)OC(C(=O)NNC(=O)C1=NC(=C(C=C1NC(OC(C)(C)C)=O)C(F)(F)F)Br)(CCOCC[C@H](C)O[Si](C)(C)C(C)(C)C)C(F)(F)F